methyl 3-(difluoromethyl)picolinate FC(C=1C(=NC=CC1)C(=O)OC)F